C(C)(=O)NC=1C=C(C(=NC1)C1=NC(=CC=C1)C)C=1C=CC=2N(C1)C(=CN2)C(=O)N 6-(5-Acetamido-6'-methyl-[2,2'-bipyridin]-3-yl)imidazo[1,2-a]pyridin-3-carboxamid